1-[(R)-2-hydroxy-1-(3-trifluoromethyl-phenyl)-ethyl]-3-spiro[3.3]hept-2-yl-urea OC[C@@H](C1=CC(=CC=C1)C(F)(F)F)NC(=O)NC1CC2(C1)CCC2